COC1=C(C=CC=C1)C1=CC=C(C=C1)B1OC(C)(C)C(C)(C)O1 4-(2-methoxyphenyl)phenylboronic acid pinacol ester